[Si](C)(C)(C(C)(C)C)OC[C@@H]1CC[C@H](CC1)CN1CCC(CC1)C1=C(C=C(N)C=C1)F trans-4-(1-((4-(((tert-butyldimethylsilyl)oxy)methyl)cyclohexyl)methyl)piperidin-4-yl)-3-fluoroaniline